6-chloro-7-(3-fluorophenyl)-N2-[(2S)-1,1,1-trifluoropropan-2-yl]-3,4-dihydropyrrolo[1,2-a]pyrazine-2,8(1H)-dicarboxamide ClC1=C(C(=C2N1CCN(C2)C(=O)N[C@H](C(F)(F)F)C)C(=O)N)C2=CC(=CC=C2)F